4-ethoxypyrimidine-5-carboxylate C(C)OC1=NC=NC=C1C(=O)[O-]